(R)-N-(3-fluoro-4-(3-(propyl-(morpholinoethyl)aminomethyl)piperidine-1-yl)phenyl)-4-(1-isopropyl-1H-pyrazole-4-yl)-5-methylpyrimidine-2-amine FC=1C=C(C=CC1N1C[C@@H](CCC1)C(NCCN1CCOCC1)CCC)NC1=NC=C(C(=N1)C=1C=NN(C1)C(C)C)C